OCC1=C(C(=O)OC(CCN)=O)C=CC=C1 β-alanine-hydroxylmethylbenzoyl ester